5-[4-(8-Bromooct-1-yn-1-yl)benzoyl]-N-[(1R)-1-(3-chlorophenyl)-2-methanesulfonylethyl]-4-(3,6-difluoro-2-methylphenyl)-1-methylpyrrole-3-carboxamide BrCCCCCCC#CC1=CC=C(C(=O)C2=C(C(=CN2C)C(=O)N[C@@H](CS(=O)(=O)C)C2=CC(=CC=C2)Cl)C2=C(C(=CC=C2F)F)C)C=C1